N1(CCCCC1)C1CCN(CC1)C1=CC(=C(C=C1)NC1=NC=C(C(=N1)NC1=C(SC=C1)C(=O)N)Cl)OC(F)F 3-((2-((4-([1,4'-bipiperidin]-1'-yl)-2-(difluoromethoxy)phenyl)-amino)-5-chloropyrimidin-4-yl)-amino)thiophene-2-carboxamide